OC(C(=O)[O-])C(O)(C(=O)[O-])CC(=O)[O-].[Zn+2].O[C@@H](C[N+](C)(C)C)CC([O-])=O.OC(C(=O)[O-])C(O)(C(=O)[O-])CC(=O)[O-].[Zn+2].[Zn+2] L-carnitine zinc 2-hydroxycitric acid salt